O1C2=C(OCC1)C=C(C=C2)N2N=NN=C2SC=2SC(=CN2)[N+](=O)[O-] 2-((1-(2,3-dihydrobenzo[b][1,4]dioxin-6-yl)-1H-tetrazol-5-yl)thio)-5-nitrothiazole